2-(2-(3,6-dihydro-2H-pyran-4-yl)-8-oxo-5,8-dihydrospiro[cyclopenta[d][1,2,4]triazolo[1,5-a]pyrimidine-7,4'-piperidin]-4(6H)-yl)-N-(2-methyl-4-(trifluoromethyl)phenyl)acetamide O1CCC(=CC1)C1=NN2C(N(C3=C(C2=O)C2(CCNCC2)CC3)CC(=O)NC3=C(C=C(C=C3)C(F)(F)F)C)=N1